BrC=1C=C2CN(C(C2=CC1F)=O)N1C(CCCC1=O)=O (5-bromo-6-fluoro-1-oxoisoindolin-2-yl)piperidine-2,6-dione